Allyl (R)-6-(1-(allyloxy)ethyl)phenazine-1-carboxylate C(C=C)O[C@H](C)C1=C2N=C3C=CC=C(C3=NC2=CC=C1)C(=O)OCC=C